BrC=1C=CC(=C(C1)SC)OC1CC1 (5-bromo-2-cyclopropoxyphenyl)(methyl)sulfane